(1-(2-(4-(2,3-Dimethylphenyl)cyclohexyl)ethyl)-1,4,5,6-tetrahydrocyclopenta[c]pyrazol-3-yl)(4-hydroxypiperidin-1-yl)methanon CC1=C(C=CC=C1C)C1CCC(CC1)CCN1N=C(C2=C1CCC2)C(=O)N2CCC(CC2)O